NC1=NC2=C(N1C[C@@H](CCCOC1=C(C=NN1C)C=1C=C(C(=O)OC)C=C(N1)C)C)C=C(C=C2)Br methyl (R)-2-(5-((5-(2-amino-6-bromo-1H-benzo[d]imidazol-1-yl)-4-methylpentyl) oxy)-1-methyl-1H-pyrazol-4-yl)-6-methylisonicotinate